3,4-Methylendioxybenzyl-(2-cyclohexanonylmethyl)-amin C1OC=2C=C(CNCC3C(CCCC3)=O)C=CC2O1